t-butyltin trilaurate C(CCCCCCCCCCC)(=O)[O-].C(CCCCCCCCCCC)(=O)[O-].C(CCCCCCCCCCC)(=O)[O-].C(C)(C)(C)[Sn+3]